COC(C[C@H](C#CC)C1=CC=C(C=C1)OC[C@@H](C(C)C)C)=O |&1:16| (3S)-3-{4-[(2R/S)-2,3-dimethylbutoxy]phenyl}hex-4-ynoic acid methyl ester